N-[3-chloro-4-[4-[2-(dimethylamino)acetyl]piperazine-1-carbonyl]phenyl]-5-[2-fluoro-4-(fluoromethoxy)phenyl]-1-methyl-imidazole-2-carboxamide ClC=1C=C(C=CC1C(=O)N1CCN(CC1)C(CN(C)C)=O)NC(=O)C=1N(C(=CN1)C1=C(C=C(C=C1)OCF)F)C